2-amino-3-(((tert-butyldimethylsilyl)oxy)methyl)-7-fluoro-N-(oxetan-3-ylmethyl)-N-(6-(trifluoromethyl)-2,3-dihydrobenzofuran-3-yl)quinoline-6-carboxamide NC1=NC2=CC(=C(C=C2C=C1CO[Si](C)(C)C(C)(C)C)C(=O)N(C1COC2=C1C=CC(=C2)C(F)(F)F)CC2COC2)F